(4-(4-(benzo[d]thiazol-5-ylamino)quinolin-6-yl)-3-fluorophenyl)(3,3-bis(hydroxymethyl)azetidin-1-yl)methanone S1C=NC2=C1C=CC(=C2)NC2=CC=NC1=CC=C(C=C21)C2=C(C=C(C=C2)C(=O)N2CC(C2)(CO)CO)F